O=C1NC(CC[C@H]1N1C(C2=CC=CC(=C2C1)OCC=1C=CC(=NC1C)SC1CCN(CC1)C1=C(C=C(C#N)C=C1)F)=O)=O (R)-4-(4-((5-(((2-(2,6-dioxopiperidin-3-yl)-1-oxoisoindolin-4-yl)oxy)methyl)-6-methylpyridin-2-yl)thio)piperidin-1-yl)-3-fluorobenzonitrile